(3R)-3-{[7-hydroxy-2-(4-methoxyphenyl)[1,2,4]triazolo[1,5-c]quinazolin-5-yl]amino}azepan OC1=CC=CC=2C=3N(C(=NC12)N[C@H]1CNCCCC1)N=C(N3)C3=CC=C(C=C3)OC